C(C1=CC=CC=C1)N1CCC2(CC1)COC1=C3CN(C(C3=CC=C12)=O)N1C(CCCC1=O)=O (1'-benzyl-6-oxo-6,8-dihydro-2H,7H-spiro[furo[2,3-e]isoindol-3,4'-piperidin]-7-yl)piperidine-2,6-dione